tertiary-butyl-hydroquinone C(C)(C)(C)C1=C(O)C=CC(=C1)O